C(#N)C1=NC=NC=N1 cyano-s-triazine